ClC1=CC=C(CN2N=C3C4=C(CCC3=C2)OC(=C4C)C(=O)NCC4CCOCC4)C=C1 2-(4-chlorobenzyl)-8-methyl-N-(tetrahydro-2H-pyran-4-ylmethyl)-4,5-dihydro-2H-furo[2,3-g]indazole-7-carboxamide